C1(CC1)CC1=C(OC2=C1C=CC=C2NC2CCN(CC2)C(CN(C)C)=O)C#CC 3-(3-(cyclopropylmethyl)-7-((1-(dimethylglycyl)piperidin-4-yl)amino)benzofuran-2-yl)prop-2-yn